N-(2-(2,6-difluoropyridin-4-yl)-1H-pyrrolo[3,2-c]pyridin-6-yl)cyclopropanecarboxamide FC1=NC(=CC(=C1)C1=CC=2C=NC(=CC2N1)NC(=O)C1CC1)F